CSC=1C=CC(=NC1)N 5-(methylthio)pyridin-2-amine